N1=C(C=NC=C1)C(=O)NC1=NOC2=C1C=C(C=C2)NC(OC(C)(C)C)=O tert-Butyl 3-(pyrazine-2-carboxamido)benzo[d]isoxazol-5-ylcarbamate